CC1(CC12COCCC2)C(=O)O 1-methyl-5-oxaspiro[2.5]octane-1-carboxylic acid